Cl.Cl.N1N=CC(=C1)C1=CC(=CC2=C1N(C=N2)CCC[C@H]2NCCC[C@@H]2O)C(F)(F)F (2R,3S)-2-(3-(7-(1H-pyrazol-4-yl)-5-(trifluoromethyl)-1H-benzo[d]imidazol-1-yl)propyl)piperidin-3-ol dihydrochloride